ClC=1C=C(C=C(C1C)N[C@@H](C)C1CCNCC1)C1=NNC(O1)=O 5-(3-Chloro-4-methyl-5-{[(1S)-1-(piperidin-4-yl)ethyl]amino}phenyl)-1,3,4-oxadiazol-2(3H)-one